FC=1C=CC(=C(C1)[C@@H](C)NC(OCC1=CC=CC=C1)=O)O benzyl (R)-(1-(5-fluoro-2-hydroxyphenyl)ethyl)carbamate